BrC1=CC=CC=2C=3N(C(=NC12)[C@@](N)(C)C(=O)NCCCC)N=C(N3)C=3C=NN(C3)C 2-[7-bromo-2-(1-methyl-1H-pyrazol-4-yl)[1,2,4]triazolo[1,5-c]quinazolin-5-yl]-N-butyl-D-alaninamide